benzo[4,5]thieno[2,3-d]pyrimidin-4(3H)-one N1=CNC(C2=C1SC1=C2C=CC=C1)=O